NC=1CC(=CC2=C(N1)C=C(S2)Br)C(=O)O 5-amino-2-bromo-6H-thieno[3,2-b]azepine-7-carboxylic acid